[C@H]12CN(C[C@H](CC1)N2)C=2C1=C(N=C(N2)OC[C@]23CCCN3C[C@@H](C2)F)N=C(C=C1)C1=CC(=CC2=CC=CC(=C12)C#C)O 4-(4-((1R,5S)-3,8-diazabicyclo[3.2.1]octan-3-yl)-2-(((2R,7aS)-2-fluorotetrahydro-1H-pyrrolizin-7a(5H)-yl)methoxy)pyrido[2,3-d]pyrimidin-7-yl)-5-ethynylnaphthalen-2-ol